4-((4-(1H-indazol-1-yl)phenyl)amino)-1-(2,6-dichlorophenyl)-1H-pyrazole-3-carboxamide N1(N=CC2=CC=CC=C12)C1=CC=C(C=C1)NC=1C(=NN(C1)C1=C(C=CC=C1Cl)Cl)C(=O)N